5-(1H-imidazol-1-yl)-2-(6-(piperidin-4-ylthio)-1,2,4-triazin-3-yl)phenol N1(C=NC=C1)C=1C=CC(=C(C1)O)C=1N=NC(=CN1)SC1CCNCC1